C(C1=CC=CC=C1)OC=1C=C(C=CC1)N1N=C(C=2C1=NC=CC2)C2=CC=C(C=C2)OC N-(3-(benzyloxy)phenyl)-3-(4-methoxyphenyl)-1H-pyrazolo[3,4-b]pyridine